FC(C(=O)O)(F)F.FC=1C=C(C=CC1C=1C=NC=CC1)NC1=NC=C(C(=N1)NN1C(OC2=C1C=CC=C2)=O)C (2-(3-fluoro-4-(pyridin-3-yl)phenylamino)-5-methylpyrimidin-4-ylamino)benzo[d]oxazol-2(3H)-one trifluoroacetate salt